4-[3-(4-fluorophenyl)-1,2-oxazol-4-yl]pyridine FC1=CC=C(C=C1)C1=NOC=C1C1=CC=NC=C1